3-STYRYLPYRIDINE C(=CC1=CC=CC=C1)C=1C=NC=CC1